5-hydroxy-3-(4-(trifluoromethyl)-phenyl)benzothiazol-2(3H)-one OC=1C=CC2=C(N(C(S2)=O)C2=CC=C(C=C2)C(F)(F)F)C1